acryl-N-methylolacryl-amide C(=O)(C=C)C(C(=O)NCO)=C